O=C[C@@H](O)[C@H](O)[C@@H](O)[C@H](O)CO.[Ca] calcium Idose